methacrylamidopropyl-N,N-dimethyl-dodecyl-ammonium bromide [Br-].C(C(=C)C)(=O)NCCC[N+](C)(C)CCCCCCCCCCCC